C(#N)C1(CCN(CC1)C(=O)OC(C)(C)C)C=1SC(=CC1)C(=C)OCC tert-butyl 4-cyano-4-(5-(1-ethoxyvinyl)thiophen-2-yl)piperidine-1-carboxylate